C(C=C)NC(=O)C(=O)NC1=CC=C(C=C1)O N-allyl-N'-(4-hydroxyphenyl)oxamide